1-chloro-2-(2-ethoxyethoxy)-ethane ClCCOCCOCC